C(C)(C)(C)OC(=O)NCCCC1=C(C=CC(=C1)F)NC1=CN=C(C=C1C(=O)OC)C(F)(F)F methyl 5-((2-(3-((tert-butoxycarbonyl)amino)propyl)-4-fluorophenyl)amino)-2-(trifluoromethyl)isonicotinate